6'-methoxy-1'-(methoxymethylidene)-1',3'-dihydrospiro[cyclopentane-1,2'-indene] COC1=CC=C2CC3(C(C2=C1)=COC)CCCC3